6-cyclopropyl-1-methyl-2-oxo-4-[4-(phenylthio)piperidin-1-yl]-1,2-dihydroquinoline-3-carbonitrile C1(CC1)C=1C=C2C(=C(C(N(C2=CC1)C)=O)C#N)N1CCC(CC1)SC1=CC=CC=C1